bis(4-(2-(4-hydroxyphenyl) propane-2-yl) phenyl) furan-2,5-dicarboxylate O1C(=CC=C1C(=O)OC1=CC=C(C=C1)C(C)(C)C1=CC=C(C=C1)O)C(=O)OC1=CC=C(C=C1)C(C)(C)C1=CC=C(C=C1)O